(R)-3-(1-(3-(2H-1,2,3-triazol-2-yl)propyl)pyrrolidin-3-yl)-1H-indole N=1N(N=CC1)CCCN1C[C@H](CC1)C1=CNC2=CC=CC=C12